isopropyl (R)-2-(2,2,7-trifluoro-3-oxo-6-(perfluorophenyl)-2,3-dihydro-4H-benzo[b][1,4]oxazin-4-yl)propanoate FC1(C(N(C2=C(O1)C=C(C(=C2)C2=C(C(=C(C(=C2F)F)F)F)F)F)[C@@H](C(=O)OC(C)C)C)=O)F